C(CCC)OC1=CC=C(C=C1)S(=O)(=O)C=1C=NC2=CC=C(C=C2C1N1CCC(CC1)N1CCN(CC1)CCO)C(=O)OCC ethyl 3-((4-butoxyphenyl)sulfonyl)-4-(4-(4-(2-hydroxyethyl)piperazin-1-yl)piperidin-1-yl)quinoline-6-carboxylate